O1CC(C1)C(=O)Cl oxetane-3-carbonyl chloride